(Z)-2-chloro-N-(4-(1-(5-(4-(4-((2-(2,6-dioxopiperidin-3-yl)-1-oxoisoindolin-4-yl)thio)butyl)piperazin-1-yl)-4-ethylpicolinoyl)piperidin-4-yl)butyl)-3-(6-methylpyrazin-2-yl)acrylamide Cl\C(\C(=O)NCCCCC1CCN(CC1)C(C1=NC=C(C(=C1)CC)N1CCN(CC1)CCCCSC1=C2CN(C(C2=CC=C1)=O)C1C(NC(CC1)=O)=O)=O)=C/C1=NC(=CN=C1)C